C1=CC2=C3C(=C1)C(=O)C(=O)C3=CC=C2 acenaphthylenedione